BrC1N(CCC2=CC=CC=C12)C(C)C bromo-2-isopropyl-1,2,3,4-tetrahydroisoquinoline